CC1=NSC(=N1)C(=O)O 3-methyl-1,2,4-thiadiazole-5-carboxylic acid